i-butyl-trimethoxysilane 2,3-bis((2-nitrophenyl)sulfonamido)butane-1,4-diyl-dimethane-sulfonate [N+](=O)([O-])C1=C(C=CC=C1)S(=O)(=O)NC(CCS(=O)(=O)O)C(CCS(=O)(=O)O)NS(=O)(=O)C1=C(C=CC=C1)[N+](=O)[O-].C(C(C)C)[Si](OC)(OC)OC